ClC=1N=C(C2=C(N1)CC(N(C2)C)C)OC=2N=CC=1CCC3=C(C1C2F)NC2=C3C(NCC2C)=O 2-((2-chloro-6,7-dimethyl-5,6,7,8-tetrahydropyrido[4,3-d]pyrimidin-4-yl)oxy)-1-fluoro-10-methyl-5,6,8,9,10,11-hexahydro-7H-pyrido[3',4':4,5]pyrrolo[2,3-f]isoquinolin-7-one